(5-chloro-2-(methylsulfinyl)phenyl)boronic acid ClC=1C=CC(=C(C1)B(O)O)S(=O)C